OC=1C=C2CC[C@H]([C@H](C2=CC1)C=1C=NC(=NC1)N1CC2(C1)CCC(CC2)C=O)C2=CC=CC=C2 2-(5-((1R,2R)-6-hydroxy-2-phenyl-1,2,3,4-tetrahydronaphthalen-1-yl)pyrimidin-2-yl)-2-azaspiro[3.5]nonane-7-carbaldehyde